CC(C(C)N1CCOCC1)C1=CC=C(C=C1)SC Methyl-1-[4-(methylthio)phenyl]2-morpholinopropan